1',2',3',4'-tetrahydro-[1,1'-binaphthyl] C1(=CC=CC2=CC=CC=C12)C1CCCC2=CC=CC=C12